N-(6-Fluorobenzothiazol-2-yl)-4-morpholinobenzamid FC1=CC2=C(N=C(S2)NC(C2=CC=C(C=C2)N2CCOCC2)=O)C=C1